N-(5-(1H-1,2,3-triazol-5-yl)pyridin-2-yl)-4,6-dihydroxy-2-(methylthio)pyrimidine-5-carboxamide N1N=NC=C1C=1C=CC(=NC1)NC(=O)C=1C(=NC(=NC1O)SC)O